(2R)-N-((R or S)-(3-chloro-2,4-difluoro-phenyl)(5-chloro-6-cyclopropyl-pyridin-3-yl)methyl)-2-methyl-3-oxopiperazine-1-carboxamide ClC=1C(=C(C=CC1F)[C@H](NC(=O)N1[C@@H](C(NCC1)=O)C)C=1C=NC(=C(C1)Cl)C1CC1)F |o1:8|